NC=1C=CC2=C(N=C(S2)NC(=O)C2=NC=CN=C2)C1 N-(5-aminobenzo[d]thiazol-2-yl)pyrazine-2-carboxamide